dimethyl 3-((4-(((tert-butyl dimethylsilyl)oxy)methyl)phenyl)-(methyl)amino)phthalate [Si](C)(C)(C(C)(C)C)OCC1=CC=C(C=C1)N(C1=C(C(C(=O)OC)=CC=C1)C(=O)OC)C